2-((6-((5-((3s,5r)-3,5-dimethylpiperazinyl)-[1,2,4]triazolo[1,5-a]pyrimidin-7-yl)amino)-1-methyl-2-oxo-1,2-dihydroquinolin-3-yl)oxy)-N-methylacetamide C[C@H]1CN(C[C@H](N1)C)C1=NC=2N(C(=C1)NC=1C=C3C=C(C(N(C3=CC1)C)=O)OCC(=O)NC)N=CN2